1,4-phenylenebis(propane-3,1-diyl)bis(cyclopropane-1-carboxylic acid) C1(=CC=C(C=C1)CCCC1(CC1)C(=O)O)CCCC1(CC1)C(=O)O